Cl[Si](C(Cl)Cl)(Cl)Cl trichloro(dichloromethyl)silane